C(C)(C)(C)N(C(O)=O)CCCCCCCCNC1=C2C(N(C(C2=CC=C1)=O)C1C(NC(CC1)=O)=O)=O.C(#C)C=1C=C(C(=NC1)C1=CC=CC=C1)C(F)(F)F 5-ethynyl-2-phenyl-3-(trifluoromethyl)pyridine tert-butyl-(8-((2-(2,6-dioxopiperidin-3-yl)-1,3-dioxoisoindolin-4-yl)amino)octyl)carbamate